C(CCC)[O-].C(CCC)[O-].C(CCC)[O-].[Al+3] aluminum tributanolate